ClC1=C(C(=CC=C1)F)C1NC2=CC=C(C=C2N(C1)[C@H](C(F)(F)F)C)N1N=C(N(C1=O)CC)CO 2-(2-(2-chloro-6-fluorophenyl)-4-((S)-1,1,1-trifluoropropan-2-yl)-1,2,3,4-tetrahydroquinoxaline-6-yl)-4-ethyl-5-(hydroxymethyl)-2,4-dihydro-3H-1,2,4-triazol-3-one